(S)-1-amino-5-chloro-2-pentanol NC[C@H](CCCCl)O